4-hydroxy-3-trifluoromethyl-2-imidazolidinone OC1N(C(NC1)=O)C(F)(F)F